N=C(CC(=O)OCC)COC1=CC=C(C=C1)F ethyl 3-azanylidene-4-[(4-fluorophenyl)oxy]butanoate